N-[(1S)-1-Cyclopropyl-2,2,2-trifluoroethyl]-6-fluoro-7-{[(2S)-2-hydroxypropyl](methyl)amino}-4-oxo-1-(2,4,6-trifluorophenyl)-1,4-dihydro-1,8-naphthyridine-3-carboxamide C1(CC1)[C@@H](C(F)(F)F)NC(=O)C1=CN(C2=NC(=C(C=C2C1=O)F)N(C)C[C@H](C)O)C1=C(C=C(C=C1F)F)F